ClC=1N=C(NC1[C@H]1[C@H](CN(CC1)S(=O)(=O)CCC(=O)O)C)C1=NC=C(C=C1)F 3-[[(3R,4R)-4-[4-Chloro-2-(5-fluoro-2-pyridyl)-1H-imidazol-5-yl]-3-methyl-1-piperidyl]sulfonyl]propanoic acid